FC1=C(C=CC=C1C)C1CCN(CC1)C(=O)C1CC2(C1)NC(OC2)=O (2s,4s)-2-(4-(2-Fluoro-3-methylphenyl)piperidine-1-carbonyl)-7-oxa-5-azaspiro[3.4]octan-6-one